O=C1C[C@@H](CN1)OC([O-])=O [(3S)-5-oxopyrrolidin-3-yl]carbonate